C[C@@H]1CN(C[C@@H](N1)C)C1=CC=CC(=N1)[C@H](C)NC=1C2=C(N=CN1)NC=C2C=2C=NC=CC2 N-((S)-1-(6-((3R,5S)-3,5-dimethylpiperazin-1-yl)pyridin-2-yl)ethyl)-5-(pyridin-3-yl)-7H-pyrrolo[2,3-d]pyrimidin-4-amine